ClC1=CC=C(CC2C(N(C3CC23)C2=CC(=NN2COCC[Si](C)(C)C)C2=CN=NC=C2C)=O)C=C1 Endo-4-(4-chlorobenzyl)-2-(3-(5-methylpyridazin-4-yl)-1-((2-(trimethylsilyl)-ethoxy)methyl)-1H-pyrazol-5-yl)-2-azabicyclo[3.1.0]hexan-3-one